5-(6-amino-4-methyl-1-neopentyl-1H-pyrazolo[3,4-d]pyrimidin-3-yl)benzo[d]oxazol-2-amine NC1=NC(=C2C(=N1)N(N=C2C=2C=CC1=C(N=C(O1)N)C2)CC(C)(C)C)C